5-(1-aminoisoquinolin-7-yl)-1'-propionyl-2,3-dihydrospiro[indene-1,4'-piperidine] NC1=NC=CC2=CC=C(C=C12)C=1C=C2CCC3(CCN(CC3)C(CC)=O)C2=CC1